[I-].C(C)(C)[NH+](CC)C(C)C diisopropylethylaminium iodide salt